N-(4-(3,5-difluorobenzyl)piperidine-1-carbonothioyl)-1-methyl-6-oxo-1,6-dihydropyridazine-3-carbohydrazide FC=1C=C(CC2CCN(CC2)C(=S)N(N)C(=O)C2=NN(C(C=C2)=O)C)C=C(C1)F